2-bromo-1-(3-chloro-1H-pyrazol-4-yl)ethan-1-one BrCC(=O)C=1C(=NNC1)Cl